(3S,4R)-4-((5-(3-(2,2-Difluoroethyl)-2-methyl-3H-imidazo[4,5-b]pyridin-5-yl)pyrrolo[2,1-f][1,2,4]triazin-2-yl)amino)tetrahydrofuran FC(CN1C(=NC=2C1=NC(=CC2)C=2C=CN1N=C(N=CC12)N[C@@H]1CCOC1)C)F